4-hydrazinobenzamide hydrochloride Cl.N(N)C1=CC=C(C(=O)N)C=C1